O1COC2=C1C=CC(=C2)CCN2C(N(C1=CC=CC=C1C2=O)CC2=CC=C(C(=O)NO)C=C2)=O 4-((3-(2-(benzo[d][1,3]dioxol-5-yl)ethyl)-2,4-dioxo-3,4-dihydroquinazolin-1(2H)-yl)methyl)-N-hydroxybenzamide